8-((cyclopropylmethyl)sulfonyl)-1,7-dimethyl-3-(pyridin-3-ylmethyl)-1H-purine-2,6(3H,7H)-dione C1(CC1)CS(=O)(=O)C1=NC=2N(C(N(C(C2N1C)=O)C)=O)CC=1C=NC=CC1